(2R)-2-[6-(2,5-dichloropyrimidin-4-yl)-1-oxo-2,3-dihydro-1H-isoindol-2-yl]-N-[(1R)-1-(2-fluoro-3-methoxyphenyl)ethyl]-3-hydroxypropanamide ClC1=NC=C(C(=N1)C1=CC=C2CN(C(C2=C1)=O)[C@@H](C(=O)N[C@H](C)C1=C(C(=CC=C1)OC)F)CO)Cl